5-tert-butyl-2-iodo-1H-imidazole-4-carbaldehyde C(C)(C)(C)C1=C(N=C(N1)I)C=O